tert-butyl 3-[[6-bromo-3-[(Z)-N'-[4-[tert-butyl(dimethyl)silyl]oxy-2-ethyl-phenyl]carbamimidoyl]pyrrolo[1,2-b]pyridazin-4-yl]amino]piperidine-1-carboxylate BrC=1C=C2N(N=CC(=C2NC2CN(CCC2)C(=O)OC(C)(C)C)/C(/N)=N/C2=C(C=C(C=C2)O[Si](C)(C)C(C)(C)C)CC)C1